2-cyclopropyl-N-(3,3-difluoropiperidin-4-yl)-5-((2-(trifluoromethyl)pyridin-3-yl)methoxy)benzofuran-3-carboxamide C1(CC1)C=1OC2=C(C1C(=O)NC1C(CNCC1)(F)F)C=C(C=C2)OCC=2C(=NC=CC2)C(F)(F)F